ClCCC[Si](Cl)(Cl)Cl 3-chloropropyltri-chlorosilane